4-(3-aminopyridin-4-yl)-6-(6-(trifluoromethyl)pyridin-2-yl)-N-(2-(trifluoromethyl)pyridin-4-yl)-1,3,5-triazin-2-amine NC=1C=NC=CC1C1=NC(=NC(=N1)C1=NC(=CC=C1)C(F)(F)F)NC1=CC(=NC=C1)C(F)(F)F